5-(3,4-diethoxyphenyl)-1,3-cyclohexanedione C(C)OC=1C=C(C=CC1OCC)C1CC(CC(C1)=O)=O